(1S,6S)-2,8-diazabicyclo[4.3.0]nonane [C@@H]12NCCC[C@H]2CNC1